tert-butyl 4-(6-bromopyrrolo[1,2-b]pyridazin-4-yl)piperazine-1-carboxylate BrC=1C=C2N(N=CC=C2N2CCN(CC2)C(=O)OC(C)(C)C)C1